(S)-2-((2-((1-methoxy-3,3-dimethyl-1,3-dihydrobenzo[c][1,2]oxaborol-5-yl)amino)-5-(1,2,4-oxadiazol-5-yl)pyrimidin-4-yl)amino)-2-phenylethan-1-ol COB1OC(C2=C1C=CC(=C2)NC2=NC=C(C(=N2)N[C@H](CO)C2=CC=CC=C2)C2=NC=NO2)(C)C